1-(4-((4-(3-acetamido-2-acetoxypropoxy)phenyl)sulfonyl)-2,6-dichlorophenoxy)-3-chloropropan-2-yl acetate C(C)(=O)OC(COC1=C(C=C(C=C1Cl)S(=O)(=O)C1=CC=C(C=C1)OCC(CNC(C)=O)OC(C)=O)Cl)CCl